dipotassium ethylenediaminetetraacetic acid C(CN(CC(=O)O)CC(=O)O)N(CC(=O)O)CC(=O)O.[K].[K]